C(C)OC(C(C=CC(C)(C)C)NC(=O)C=1C(=NC(=NC1)C(C)C)C)=O ethyl-2-(2-isopropyl-4-methyl-5-pyrimidinylcarbonylamino)-5,5-dimethyl-3-hexenoate